Br[C@H]1C[C@@]2([C@H]3CC[C@@]4(CCC[C@H]4[C@@H]3CC[C@H]2CC1)C)C (2R,5S,8S,9S,10S,13S,14S)-2-bromo-10,13-dimethyltetradecahydro-1H-cyclopenta[a]phenanthren